FC1=CC(=C2CN(C(C2=C1)=O)C1C(NC(CC1)=O)=O)C1CCN(CC1)CCCC1=CC(=CC=C1)C1=NC=2N(C(=C1)N1CCN(CC1)CCO)N=C(C2C2=CC=CC=C2)C 3-(6-fluoro-4-(1-(3-(3-(7-(4-(2-hydroxyethyl)piperazin-1-yl)-2-methyl-3-phenylpyrazolo[1,5-a]pyrimidin-5-yl)phenyl)propyl)piperidin-4-yl)-1-oxoisoindolin-2-yl)piperidine-2,6-dione